tetramethyl-diethylenetriamine CC(N(C)C)(CNCCN)C